2-(4-(3-((6-(3-((3-ethoxypyridin-2-yl)oxy)phenyl)pyrazin-2-yl)amino)-3-oxopropyl)phenoxy)-2-methylpropanoic acid C(C)OC=1C(=NC=CC1)OC=1C=C(C=CC1)C1=CN=CC(=N1)NC(CCC1=CC=C(OC(C(=O)O)(C)C)C=C1)=O